BrC1=C(NC2=CC=C(C=C2)C(F)(F)F)C=CC=C1 2-Bromo-N-(4-(trifluoromethyl)phenyl)aniline